6-Chloro-5-(2-chloro-4-(ethylsulfinyl)phenyl)-3-(methylamino)-4H-thieno[3,2-e][1,2,4]thiadiazine 1,1-dioxide ClC1=C(C=2NC(=NS(C2S1)(=O)=O)NC)C1=C(C=C(C=C1)S(=O)CC)Cl